(R)-2-[[5-(ethylsulfonimidoyl)-6-[3-methyl-6-(trifluoromethyl)imidazo[4,5-c]pyridin-2-yl]-3-pyridyl]oxy]-2-methyl-propanenitrile C(C)[S@](=O)(=N)C=1C=C(C=NC1C1=NC2=C(C=NC(=C2)C(F)(F)F)N1C)OC(C#N)(C)C